azodi-isobutyramidine N(=NC(C(=N)N)(C)C)C(C(=N)N)(C)C